C(C)(C)(CC(C)(C)C)C1=CC=C(C=C1)NC1=CC=C(C=C1)C(C)(C)CC(C)(C)C di-(p-tert-octylphenyl)amine